ClC1=CC(=C(C=C1OC)C1=C(C=NN1C)C(=O)OCC)F Ethyl 5-(4-chloro-2-fluoro-5-methoxyphenyl)-1-methyl-1H-pyrazole-4-carboxylate